3-methyl-N-((S)-4-methyl-1-(((4S,7R)-7-methyl-3-oxo-1-(pyridin-2-ylsulfonyl)azepan-4-yl)amino)-1-oxopentan-2-yl)furo[3,2-b]pyridine-2-carboxamide CC1=C(OC=2C1=NC=CC2)C(=O)N[C@H](C(=O)N[C@@H]2C(CN([C@@H](CC2)C)S(=O)(=O)C2=NC=CC=C2)=O)CC(C)C